bis(tetrabutyl-λ5-bismuthanyl)amine C(CCC)[Bi](CCCC)(CCCC)(CCCC)N[Bi](CCCC)(CCCC)(CCCC)CCCC